O=C1N2CCCC2=CC(=C1)S(=O)(=O)Cl 5-oxo-1,2,3,5-tetrahydroindolizine-7-sulfonyl chloride